(1s,2r)-N-(5-((5-methoxypyridin-2-yl)ethynyl)-8-((methyl-d3)amino)-2,7-naphthyridin-3-yl)-2-methylcyclopropane-1-carboxamide COC=1C=CC(=NC1)C#CC1=C2C=C(N=CC2=C(N=C1)NC([2H])([2H])[2H])NC(=O)[C@@H]1[C@@H](C1)C